5-chloro-N-((1r,4r)-4-((3-(6-ethylpyridin-3-yl)-2-oxo-2,3-dihydro-1H-benzo[d]imidazol-1-yl)methyl)cyclohexyl)-2-methylnicotinamide ClC=1C=NC(=C(C(=O)NC2CCC(CC2)CN2C(N(C3=C2C=CC=C3)C=3C=NC(=CC3)CC)=O)C1)C